2-(1-Methyl-4,7-dioxo-3,7-dihydropyrido[3,4-d]pyridazin-6(4H)-yl)benzoate CC=1C=2C(C(NN1)=O)=CN(C(C2)=O)C2=C(C(=O)[O-])C=CC=C2